(S)-1-chloro-3-(2-chloro-4-((3-chloro-4-((S)-2-hydroxy-3-(ethylsulfonyl)propoxy)phenyl)sulfonyl)phenoxy)propan-2-ol ClC[C@H](COC1=C(C=C(C=C1)S(=O)(=O)C1=CC(=C(C=C1)OC[C@@H](CS(=O)(=O)CC)O)Cl)Cl)O